C1(CC1)C1=NN=C(O1)C=1C=C(C=CC1)N(C(=O)[C@@H]1CC[C@H](CC1)CC(=O)O)CC12CCC(CC1)(CC2)C2=CC(=C(C=C2)OC)C trans-2-(4-((3-(5-Cyclopropyl-1,3,4-oxadiazol-2-yl)phenyl)((4-(4-methoxy-3-methylphenyl)bicyclo[2.2.2]octan-1-yl)methyl)carbamoyl)cyclohexyl)acetic acid